C(CC)S(=O)(=O)[O-].[Na+].NC1=CC(=CC=C1)C m-toluidine sodium propanesulfonate